(S)-2-amino-3-methoxy-N-(4-(3-(2-methylpyridin-4-yl)phenyl)thiazol-2-yl)propanamide N[C@H](C(=O)NC=1SC=C(N1)C1=CC(=CC=C1)C1=CC(=NC=C1)C)COC